methyl 3,5-dimethoxy-4-(((trifluoromethyl) sulfonyl)oxy)benzoate COC=1C=C(C(=O)OC)C=C(C1OS(=O)(=O)C(F)(F)F)OC